OC1=C(C(=O)OCCCCCC)C=CC=C1O hexyl 2,3-dihydroxybenzoate